NC(C(=O)OC)C1CCC(CC1)(F)F methyl 2-amino-2-(4,4-difluorocyclohexyl)acetate